2-(4-hydroxy-2'-oxo-spiro[cyclohexane-1,3'-indoline]-1'-yl)-N-(2,2,2-trifluoroethyl)acetamide OC1CCC2(C(N(C3=CC=CC=C23)CC(=O)NCC(F)(F)F)=O)CC1